2-hydroxy-α,α,4-trimethyl-3-cyclohexene-1-methanol OC1C(CCC(=C1)C)C(O)(C)C